[Na+].C(CCC)OC=1C=C(C=CC1)C1=CC=C(C=C1)C1=NC2=CC=C(C=C2C(=C1)C(=O)[O-])F 2-(3'-butoxy-[1,1'-biphenyl]-4-yl)-6-fluoroquinoline-4-carboxylic acid sodium salt